[3-(propan-2-yl)oxetan-3-yl]methanol CC(C)C1(COC1)CO